2-[(6S)-6-(3-trifluoromethanesulfonyl-benzyl)-2-azaspiro[3.4]octane-2-carbonyl]-2,5-diazaspiro[3.4]octane-6-one FC(S(=O)(=O)C=1C=C(C[C@H]2CC3(CN(C3)C(=O)N3CC4(C3)NC(CC4)=O)CC2)C=CC1)(F)F